NC=1C=C(C(=NC1)N1CCC(CC1)CC(=O)OC(C)(C)C)F tert-butyl 2-[1-(5-amino-3-fluoro-2-pyridyl)-4-piperidyl]acetate